(E)-4-(3-fluoropropoxy)-2-hydroxy-3-(3-methylbut-2-en-1-yl)-6-(4-(trifluoromethyl)styryl)benzoic acid FCCCOC1=C(C(=C(C(=O)O)C(=C1)\C=C\C1=CC=C(C=C1)C(F)(F)F)O)CC=C(C)C